(3-fluorophenyl)dimethylsilanol FC=1C=C(C=CC1)[Si](O)(C)C